C(C1=CC=CC=C1)OC1=C(C(=O)OCC2=CC=CC=C2)C=CC(=C1)N(C(=O)[C@@H]1N(CCC1)S(=O)(=O)C1=C(C(=C(C(=C1F)F)F)F)F)CC1=CC=C(C=C1)C1=CCCC1 benzyl (R)-2-(benzyloxy)-4-(N-(4-(cyclopent-1-en-1-yl)benzyl)-1-((perfluorophenyl)sulfonyl)pyrrolidine-2-carboxamido)benzoate